C(C)(=O)NC=1C=C2C(=CN1)N(C=C2C2=CC(=CC(=N2)S(=O)(=O)Cl)OC)C 6-(5-acetamido-1-methyl-1H-pyrrolo[2,3-c]pyridin-3-yl)-4-methoxypyridine-2-sulfonyl chloride